(2S,3S)-3-(4-bromothiazol-2-yl)-2-((tert-butoxycarbonyl)amino)-3-((R)-3-carbamoylmorpholino)propyl acetate C(C)(=O)OC[C@H]([C@H](N1[C@H](COCC1)C(N)=O)C=1SC=C(N1)Br)NC(=O)OC(C)(C)C